BrC=1C=CC2=C(N=C(S2)CCN(C2COC2)C)C1 N-[2-(5-bromo-1,3-benzothiazol-2-yl)ethyl]-N-methyl-oxetan-3-amine